C(C)(C)(C)[Si](O[C@H]1C(N[C@@H](C1)CO[Si](C)(C)C(C)(C)C)=O)(C)C (3R,5S)-3-{[tert-butyl-(dimethyl)silyl]oxy}-5-({[tert-butyl(dimethyl)silyl]oxy}methyl)pyrrolidin-2-one